(S)-(2-(5,7-dihydro-6H-pyrrolo[3,4-b]pyridin-6-yl)-8-methyl-3-(3-methyl-1,2,4-thiadiazol-5-yl)-5,6-dihydroimidazo[1,2-a]pyrazin-7(8H)-yl)(4-fluorophenyl)methanone N1=C2C(=CC=C1)CN(C2)C=2N=C1N(CCN([C@H]1C)C(=O)C1=CC=C(C=C1)F)C2C2=NC(=NS2)C